NC=1C(=C(C=C2C=C(N=CC12)NC(O[C@@H]1COC[C@@H]1OC)=O)C1=C(C2=C(OCCN2)N=C1)C)F cis-4-Methoxytetrahydrofuran-3-yl (8-amino-7-fluoro-6-(8-methyl-2,3-dihydro-1H-pyrido[2,3-b][1,4]oxazin-7-yl)isoquinolin-3-yl)carbamate